methyl 5-(7-(difluoromethyl)-1-(1,3-dimethyl-2-oxo-7-(tetrahydro-2H-pyran-4-yl)-2,3-dihydro-1H-benzo[d]imidazol-5-yl)-1,2,3,4-tetrahydroquinolin-6-yl)picolinate FC(C1=C(C=C2CCCN(C2=C1)C1=CC2=C(N(C(N2C)=O)C)C(=C1)C1CCOCC1)C=1C=CC(=NC1)C(=O)OC)F